C(CCCCCCCCCCC)(=O)NCC(=O)O N-lauroyl-glycin